(2Z)-2-[6-[6-cyclopropyl-5-oxo-7-(trifluoromethyl)imidazo[1,2-c]pyrimidin-2-yl]-5-ethylsulfonyl-3-pyridyl]-2-hydroxyimino-acetonitrile C1(CC1)N1C(N2C(C=C1C(F)(F)F)=NC(=C2)C2=C(C=C(C=N2)/C(/C#N)=N/O)S(=O)(=O)CC)=O